C1(CC1)CC(C(C(=O)OCC)C)=O Ethyl 4-cyclopropyl-2-methyl-3-oxobutanoate